[Cu](=[Te])=[Te] Copper ditelluride